C(C)S(=O)(=O)C=1C=C(C=NC1N1CC2=NC=C(C=C2C1=O)C(F)(F)F)C1(CC1)C#N 1-[5-ethylsulfonyl-6-[5-oxo-3-(trifluoromethyl)-7H-pyrrolo[3,4-b]pyridin-6-yl]-3-pyridyl]cyclopropanecarbonitrile